C(C)OC(=O)C=1C(=NC(=NC1)SC)N 4-amino-2-(methylthio)pyrimidine-5-carboxylic acid ethyl ester